FC(C(=O)O)(F)F.N1CCC(CC1)SC1=NC=C(C=O)C=C1 6-(Piperidin-4-ylsulfanyl)nicotinaldehyde trifluoroacetate